O1C2=C(OCC1)C=C(C=C2)/C=C/C2CCN(CC2)CCC=2C(=CN=C1C=CC(=NC21)OC)F (E)-8-(2-(4-(2-(2,3-dihydrobenzo[b][1,4]dioxin-6-yl)vinyl)piperidin-1-yl)ethyl)-7-fluoro-2-methoxy-1,5-naphthyridine